2-(5-((1-(((2-Chloro-5-(1-(difluoromethyl)-1H-pyrazol-3-yl)pyridin-4-yl)amino)methyl)cyclopropyl)methoxy)-1-methyl-1H-pyrazol-4-yl)pyrimidin-4-amine ClC1=NC=C(C(=C1)NCC1(CC1)COC1=C(C=NN1C)C1=NC=CC(=N1)N)C1=NN(C=C1)C(F)F